N-[2-(2-methylpropoxy)-4-(4,4,5,5-tetramethyl-1,3,2-dioxaborolan-2-yl)phenyl]ethane-1-sulfonamide CC(COC1=C(C=CC(=C1)B1OC(C(O1)(C)C)(C)C)NS(=O)(=O)CC)C